2-iodobenzo[b]thiophene IC1=CC2=C(S1)C=CC=C2